C(C)(C)(C)P(C1=C(C(=CC=C1OC)OC)C1=C(C=C(C=C1C(C)C)C(C)C)C(C)C)C(C)(C)C di-tert-butyl-[3,6-dimethoxy-2',4',6'-tris(propan-2-yl)biphenyl-2-yl]phosphane